N,N-di(2-hydroxyethyl)oleylamine OCCN(CCO)CCCCCCCC\C=C/CCCCCCCC